(tert-butyl) 3-methyl-4-oxopiperidine-1,3-dicarboxylate CC1(CN(CCC1=O)C(=O)OC(C)(C)C)C(=O)[O-]